C(C1=CC=CC=C1)N1C(C2(CCCC3=CC=CC=C23)C1)=O 1-benzyl-spiro[azetidine-3,1'-tetrahydronaphthalene]-2-one